(S)-1-(1-(2-Chloro-3-(dimethylamino)-6-fluorophenoxy)-8-((1,1,1-trifluoropropan-2-yl)oxy)isoquinolin-6-yl)-4-ethyl-3-(hydroxymethyl)-1H-1,2,4-triazol-5(4H)-one ClC1=C(OC2=NC=CC3=CC(=CC(=C23)O[C@H](C(F)(F)F)C)N2N=C(N(C2=O)CC)CO)C(=CC=C1N(C)C)F